N-(4-(3-methyl-1-(2-(trifluoromethyl)isonicotinoyl)-1,2,3,6-tetrahydropyridin-4-yl)-1H-pyrrolo[2,3-b]pyridin-6-yl)cyclopropylcarboxamide CC1CN(CC=C1C1=C2C(=NC(=C1)NC(=O)C1CC1)NC=C2)C(C2=CC(=NC=C2)C(F)(F)F)=O